tert-butyl 2-(5-fluoro-2-(4-(2-(hydroxymethyl) piperidin-1-yl)-3-nitrobenzamido) phenyl)acetate FC=1C=CC(=C(C1)CC(=O)OC(C)(C)C)NC(C1=CC(=C(C=C1)N1C(CCCC1)CO)[N+](=O)[O-])=O